ClC1=CC=C2CC[C@@]3(C2=C1)[C@@H](C3)C(=O)O |o1:7,10| (1S*,2R*)-6'-chloro-2',3'-dihydrospiro[cyclopropane-1,1'-indene]-2-carboxylic acid